(R,S)-3-Ethoxy-4-(((8-methyl-4-oxochroman-7-yl)oxy)(pyridin-4-yl)methyl)benzamide C(C)OC=1C=C(C(=O)N)C=CC1[C@@H](C1=CC=NC=C1)OC1=CC=C2C(CCOC2=C1C)=O